{1-{1-[(4,4-difluorocyclohexyl)carbonyl]piperidin-4-yl}-3-[4-(7H-pyrrolo[2,3-d]pyrimidin-4-yl)-1H-pyrazol-1-yl]azetidin-3-yl}acetonitrile FC1(CCC(CC1)C(=O)N1CCC(CC1)N1CC(C1)(N1N=CC(=C1)C=1C2=C(N=CN1)NC=C2)CC#N)F